FC1(COCCC1N1N=C2N=C(C=NC2=C1)C1=C(C=C(C=C1C)C(F)(F)F)O)F 2-(2-(3,3-difluorotetrahydro-2H-pyran-4-yl)-2H-pyrazolo[3,4-b]pyrazin-6-yl)-3-methyl-5-(trifluoromethyl)phenol